3-(5-((7-(((1s,3s)-adamantan-1-yl)amino)heptyl)amino)-4-oxo-2-(trifluoromethyl)quinazolin-3(4H)-yl)piperidine-2,6-dione C12(CC3CC(CC(C1)C3)C2)NCCCCCCCNC2=C3C(N(C(=NC3=CC=C2)C(F)(F)F)C2C(NC(CC2)=O)=O)=O